tetraisopropoxytitanium phosphate P(=O)(O)(O)O.C(C)(C)O[Ti](OC(C)C)(OC(C)C)OC(C)C